N-Propanoylmorpholine C(CC)(=O)N1CCOCC1